C(C(=C)C)(=O)OCCCCOC(C(=C)C)=O 1,4-Butandiol Dimethacrylat